4-chloro-3-(6-((5-methylthiazol-2-yl)amino)-4-(morpholinomethyl)pyridin-2-yl)phenylalanyl-amide ClC1=C(C=C(C[C@H](N)C(=O)[NH-])C=C1)C1=NC(=CC(=C1)CN1CCOCC1)NC=1SC(=CN1)C